C(CCCCCC)(=O)OC methyl enanthate